FC(C1=CC=C(C=CC=O)C=C1)(F)F 4-trifluoromethyl-cinnamaldehyde